CNC1=NC=C2C#CC=3C=CN=CC3OCCCOC=3C=CC=C(NC=4N=CC1=C2C4)N3 N-methyl-8,12-dioxa-2,15,23,27,30-pentazapentacyclo[19.6.2.13,7.013,18.025,29]triaconta-1(28),3,5,7(30),13(18),14,16,21,23,25(29),26-undecaen-19-yn-24-amine